3-[3-[[4-[4-[(3R,5R)-5-[(5-bromo-1-methyl-6-oxo-pyridazin-4-yl)amino]-1-methyl-3-piperidyl]benzoyl]piperazin-1-yl]methyl]phenyl]piperidine-2,6-dione BrC1=C(C=NN(C1=O)C)N[C@@H]1C[C@@H](CN(C1)C)C1=CC=C(C(=O)N2CCN(CC2)CC=2C=C(C=CC2)C2C(NC(CC2)=O)=O)C=C1